1-methanesulfonylmethyl-pseudouridine triphosphate P(O)(=O)(OP(=O)(O)OP(=O)(O)O)OC[C@@H]1[C@H]([C@H]([C@@H](O1)C1=CN(C(=O)NC1=O)CS(=O)(=O)C)O)O